C1=C(C=CC2=CC=CC=C12)C1=CC=C(C=C1)C1=CC=C(C=C1)NC1=CC=CC=C1 4'-(naphthalen-2-yl)-N-phenyl-[1,1'-biphenyl]-4-amine